tert-butyl 2-(8-hydroxy-[1,2,4]triazolo[1,5-a]pyridin-6-yl)acetate OC=1C=2N(C=C(C1)CC(=O)OC(C)(C)C)N=CN2